8-(1,3-dimethyl-1H-pyrazol-5-yl)-N-((5-fluoro-2,3-dihydrobenzofuran-4-yl)methyl)-2-(methylthio)pyrido[4,3-d]pyrimidin-5-amine CN1N=C(C=C1C1=CN=C(C2=C1N=C(N=C2)SC)NCC2=C(C=CC1=C2CCO1)F)C